N1N=CC=2N=CN=NC21 pyrazolo[4,3-e][1,2,4]triazin